(racemic)-tert-butyl 6-hydroxy-1-methyl-3,4-dihydroisoquinoline-2(1H)-carboxylate OC=1C=C2CCN([C@@H](C2=CC1)C)C(=O)OC(C)(C)C |r|